FC(C(=O)O)(F)F.N(=[N+]=[N-])C(C)C=1N=C2N(C(C1C1=CC(=CC=C1)F)=O)C(=CC=C2)C 2-(1-azidoethyl)-3-(3-fluorophenyl)-6-methyl-4H-pyrido[1,2-a]pyrimidin-4-one Trifluoroacetic Acid Salt